4,4'-bis(benzyloxy)-2-bromo-5'-cyclopropyl-2'-fluoro-5-methyl-1,1'-biphenyl C(C1=CC=CC=C1)OC1=CC(=C(C=C1C)C1=C(C=C(C(=C1)C1CC1)OCC1=CC=CC=C1)F)Br